C1N(CC2=CC=CC=C12)CC1=CC(=NC=C1)NC=1SC2=C(N1)C=CC(=C2)C=2C=NNC2C N-(4-(isoindolin-2-yl-methyl)pyridin-2-yl)-6-(5-methyl-1H-pyrazol-4-yl)benzo[d]thiazol-2-amine